N-cyclopropyl-2-(difluoromethoxy)-6-methoxy-4-[7-(1-methyl-4-piperidinyl)imidazo[1,2-a]pyridin-3-yl]benzamide C1(CC1)NC(C1=C(C=C(C=C1OC)C1=CN=C2N1C=CC(=C2)C2CCN(CC2)C)OC(F)F)=O